NC1=NC=CC=C1C1=NC=2C(=NC(=CC2)N2N=C(C=C2)F)N1C=1C=C2CC[C@@H](C2=CC1)NC(C1=CC(=C(C=C1)NC(N(C)C)=O)C=O)=O N-[(1S)-5-[2-(2-aminopyridin-3-yl)-5-(3-fluoropyrazol-1-yl)imidazo[4,5-b]pyridin-3-yl]-2,3-dihydro-1H-inden-1-yl]-4-[(dimethylcarbamoyl)amino]-3-formylbenzamide